(E)-N-(1-(2-(3-(hydroxyamino)-3-oxoprop-1-en-1-yl)phenyl)piperidin-4-yl)-5-methyl-1H-pyrazole-3-carboxamide ONC(/C=C/C1=C(C=CC=C1)N1CCC(CC1)NC(=O)C1=NNC(=C1)C)=O